C(C1=CC=CC=C1)N1C[C@H]([C@@H](C1)C1=CC(=CC=C1)F)NC(=O)[C@H]1N(C[C@@H](C1)O)C([C@H](C(C)(C)C)N1N=NC(=C1)C1CC1)=O (2S,4R)-N-[(3S,4R)-1-benzyl-4-(3-fluorophenyl)pyrrolidin-3-yl]-1-[(2S)-2-(4-cyclopropyltriazol-1-yl)-3,3-dimethyl-butanoyl]-4-hydroxy-pyrrolidine-2-carboxamide